Methyl (E)-2-((2S,3S,12bS)-3-ethyl-8-(methoxy-d3)-1,2,3,4,6,7,12,12b-octahydroindolo[2,3-a]quinolizin-2-yl)-3-methoxyacrylate C(C)[C@@H]1CN2CCC3=C([C@@H]2C[C@@H]1/C(/C(=O)OC)=C\OC)NC1=CC=CC(=C13)OC([2H])([2H])[2H]